2-(5-chloro-2-methyl-4-trimethylsilyl-phenyl)-4-oxo-1H-1,6-naphthyridine-5-carboxamide ClC=1C(=CC(=C(C1)C=1NC=2C=CN=C(C2C(C1)=O)C(=O)N)C)[Si](C)(C)C